FC1=CC=C(NC2=NC(=C3NC=NC3=N2)N)C=C1 2-(4-fluoroanilino)-6-aminopurine